3,3-difluorocyclopentan-1-amine hydrochloride Cl.FC1(CC(CC1)N)F